N-methyl-1-(1-((6-(trifluoromethyl)pyridin-3-yl)methyl)-1H-pyrazol-4-yl)methanamine trifluoroacetic acid salt FC(C(=O)O)(F)F.CNCC=1C=NN(C1)CC=1C=NC(=CC1)C(F)(F)F